FC1=CC(=NC=C1)C(F)(F)F 4-fluoro-2-(trifluoromethyl)pyridine